N1C(=NC2=C1C=CC=C2)CNC2=NN(C1=NC(=CN=C12)C1CC1)CCCOC N-[(1H-benzimidazol-2-yl)methyl]-6-cyclopropyl-1-(3-methoxypropyl)-1H-pyrazolo[3,4-b]pyrazin-3-amine